tert-butyl 2-(1-(5-amino-3-fluoropyridin-2-yl)-1H-1,2,4-triazol-3-yl)-4,4-difluoropyrrolidine-1-carboxylate NC=1C=C(C(=NC1)N1N=C(N=C1)C1N(CC(C1)(F)F)C(=O)OC(C)(C)C)F